1-benzyl 5-ethyl ((E)-3-(3-methoxy-4-((tetrahydro-2H-pyran-2-yl)oxy)phenyl)acryloyl)glycyl-L-valyl-D-glutamate COC=1C=C(C=CC1OC1OCCCC1)/C=C/C(=O)NCC(=O)N[C@@H](C(C)C)C(=O)N[C@H](CCC(=O)OCC)C(=O)OCC1=CC=CC=C1